4-((9-Acridinecarbonyl)amino)-2,2,6,6-tetramethylpiperidin C1=CC=CC2=NC3=CC=CC=C3C(=C12)C(=O)NC1CC(NC(C1)(C)C)(C)C